methyl 4-oxo-5,6,7,8-tetrahydropyrazolo[1,5-a]azepine-5-carboxylate O=C1C=2N(CCCC1C(=O)OC)N=CC2